7'-((1R,3R)-3-hydroxycyclohexyl)-2'-((3-(methylthio)-1H-pyrazol-4-yl)amino)spiro[cyclopropane-1,5'-pyrrolo[2,3-d]pyrimidin]-6'(7'H)-one O[C@H]1C[C@@H](CCC1)N1C(C2(C3=C1N=C(N=C3)NC=3C(=NNC3)SC)CC2)=O